ClC1=C(C=CC=C1F)C=1C(N(C(N(C1)CC(=O)[O-])=O)CCS(=O)C)=O [5-(2-Chloro-3-fluoro-phenyl)-3-(2-methanesulfinyl-ethyl)-2,4-dioxo-3,4-dihydro-2H-pyrimidin-1-yl]-acetate